CN(C(=O)NC=CC)C N,N-dimethylpropenyl-urea